BrC1=C(C(=NN1CC=1C(=NN(C1)C)I)C(=O)N)CC 5-bromo-4-ethyl-1-((3-iodo-1-methyl-1H-pyrazol-4-yl)methyl)-1H-pyrazole-3-carboxamide